FC(C(CCC#N)N1N=CC(=C1)C=1C2=C(N=CN1)NC=C2)(F)F 5,5,5-Trifluoro-4-[4-(7H-pyrrolo[2,3-d]pyrimidin-4-yl)-pyrazol-1-yl]-pentanenitrile